(S)-4-((2-((5-fluoropyridin-3-yl)oxy)ethyl)(4-(5,6,7,8-tetrahydro-1,8-naphthyridin-2-yl)butyl)amino)-2-((2-methoxypyrimidin-4-yl)amino)butanoic acid FC=1C=C(C=NC1)OCCN(CC[C@@H](C(=O)O)NC1=NC(=NC=C1)OC)CCCCC1=NC=2NCCCC2C=C1